trisodium 8-hydroxy-1,3,6-pyrenetrisulfonate t-butyl-(3R,4R)-3-((t-butoxycarbonyl)oxy)-4-(3,4-dihydroisoquinolin-2(1H)-yl)-piperidine-1-carboxylate C(C)(C)(C)OC(=O)N1C[C@H]([C@@H](CC1)N1CC2=CC=CC=C2CC1)OC(=O)OC(C)(C)C.OC=1C=C(C=2C=CC3=C(C=C(C=4C=CC1C2C43)S(=O)(=O)[O-])S(=O)(=O)[O-])S(=O)(=O)[O-].[Na+].[Na+].[Na+]